C(C)C(C(=O)O)COC.COCCC(=O)OCC ethyl 3-methoxypropionate (ethyl 3-methoxypropionate)